4-amino-1-methyl-N-(2-oxo-3-azabicyclo[3.1.0]hexan-3-yl)-N-((5-(trifluoromethyl)pyridin-2-yl)methyl)-1H-pyrazolo[4,3-c]quinoline-8-carboxamide NC1=NC=2C=CC(=CC2C2=C1C=NN2C)C(=O)N(CC2=NC=C(C=C2)C(F)(F)F)N2C(C1CC1C2)=O